pentylpyridine CCC(CC)C1=CC=CC=N1